C(C)OC(\C=C\C=1C(=NC(=NC1NC)SC)C1=CC(=C(C=C1)C#N)F)=O (E)-3-(4-(4-cyano-3-fluorophenyl)-6-(methylamino)-2-(methylsulfanyl)pyrimidin-5-yl)acrylic acid ethyl ester